tert-amylcresol C(C)(C)(CC)C1=C(C(=CC=C1)O)C